8-methoxy-2-methyl-1H-pyrrolo[3,4-c]isoquinoline-1,3(2H)-dione COC1=CC=2C3=C(N=CC2C=C1)C(N(C3=O)C)=O